DIETHYLENE GLYcol C(COCCO)O